ONC(=N)C=1C=C2C(=NC1)C(CO2)C=2C(=NC=CC2C(=O)N)C [6-(N-hydroxycarbamimidoyl)-2H,3H-furo[3,2-b]pyridin-3-yl]-2-methylpyridine-4-carboxamide